NC=1C2=C(N=CN1)N(C(=C2C2=CC=C(C=C2)SC2=NC=CC=N2)C2=CC=C(C=C2)NC(C=C)=O)C N-(4-(4-amino-7-methyl-5-(4-(pyrimidin-2-ylthio)phenyl)-7H-pyrrolo[2,3-d]pyrimidin-6-yl)phenyl)acrylamide